N-phenylacetyl-o-chlorophenylglycine C1(=CC=CC=C1)CC(=O)NC(C1=C(C=CC=C1)Cl)C(=O)O